FC(OC=1C=C(C=CC1)N1C(C(C2=CC(=CC=C12)C(=O)NC1CS(CC1C)(=O)=O)(C)C)=O)F 1-[3-(difluoromethoxy)phenyl]-3,3-dimethyl-N-(4-methyl-1,1-dioxo-thiolan-3-yl)-2-oxo-indoline-5-carboxamide